2-{4-[(5-chloro-3-fluoropyridin-2-yl)oxy]phenyl}-1,2,3,4-tetrazole-5-carboxylic acid ethyl ester C(C)OC(=O)C=1N=NN(N1)C1=CC=C(C=C1)OC1=NC=C(C=C1F)Cl